ClCC1=CC(=C(CN2N=CC=3N=C(N=C(C32)NCC3=NOC(=C3)C)NC(OC)=O)C=C1)OC methyl (1-(4-(chloromethyl)-2-methoxybenzyl)-7-(((5-methylisoxazol-3-yl)methyl)amino)-1H-pyrazolo[4,3-d]pyrimidin-5-yl)carbamate